Br[Pd](C1=CC=C(C=C1)C(=O)OCC[Si](C)(C)C)P(C1=C(C(=CC=C1OC)OC)C1=C(C=C(C=C1C(C)C)C(C)C)C(C)C)(C(C)(C)C)C(C)(C)C bromo-[ditert-butyl-[3,6-dimethoxy-2-(2,4,6-triisopropylphenyl)phenyl]-phosphanyl]-[4-(2-trimethylsilylethoxycarbonyl)phenyl]palladium